CC1=NOC(=C1C1=CC=C2C(=N1)NC=C2C2=NC(=NC=C2C(F)(F)F)N[C@@H]2[C@H](CCC2)N2CC(C2)OC)C 4-[6-(3,5-dimethylisoxazol-4-yl)-1H-pyrrolo[2,3-b]pyridin-3-yl]-N-[(1S,2S)-2-(3-methoxyazetidin-1-yl)cyclopentyl]-5-(trifluoromethyl)pyrimidin-2-amine